ClC1=CC=CC(=N1)C(=O)NC1=NC=CC(=C1)C1=CC=2C(N(CC3(C2N1)CN(CCC3)C(=O)OC(C)(C)C)CC3=C(C=C(C=C3OC)OC)OC)=O tert-butyl 2'-(2-(6-chloropicolinamido) pyridin-4-yl)-4'-oxo-5'-(2,4,6-trimethoxybenzyl)-1',4',5',6'-tetrahydrospiro[piperidine-3,7'-pyrrolo[3,2-c]pyridine]-1-carboxylate